NC=1C(=NC(=NC1C1=C2C=NN(C2=CC=C1C)C1OCCCC1)C=1C(=NC(=CC1)Cl)N)C(=O)OCC ethyl 5-amino-2-(2-amino-6-chloro-3-pyridyl)-6-(5-methyl-1-tetrahydropyran-2-yl-indazol-4-yl)pyrimidine-4-carboxylate